(1R,2R,3S,4S,5R)-3-((5-chloro-4-(4-fluoro-2-(2-hydroxypropan-2-yl)-1-isopropyl-1H-benzo[d]imidazol-6-yl)pyrimidin-2-yl)amino)-2-fluoro-6,8-dioxabicyclo[3.2.1]octan-4-ol ClC=1C(=NC(=NC1)N[C@@H]1[C@H]([C@H]2CO[C@@H]([C@H]1O)O2)F)C=2C=C(C1=C(N(C(=N1)C(C)(C)O)C(C)C)C2)F